O[C@@H](C(=O)O)CC(=O)O |r| (RS)-(±)-hydroxybutanedioic acid